tert-butyl 4-(4-amino-3-(4-(2-fluorophenoxy) phenyl)-1H-pyrazolo[3,4-d]pyrimidin-1-yl)-[1,4'-bipiperidine]-1'-carboxylate NC1=C2C(=NC=N1)N(N=C2C2=CC=C(C=C2)OC2=C(C=CC=C2)F)C2CCN(CC2)C2CCN(CC2)C(=O)OC(C)(C)C